FC1=C2NC(C=3N(C2=CC=C1CN1CC2=NN(C=C2C1)C=1C=CC(=NC1)C(=O)NC1CC1)N=CC3C)=O 5-(5-((6-fluoro-3-methyl-4-oxo-4,5-dihydropyrazolo[1,5-a]quinoxalin-7-yl)methyl)-5,6-dihydropyrrolo[3,4-c]pyrazol-2(4H)-yl)-N-cyclopropylpicolinamide